CC1=NC=CC2=C1CC(C2)CO (1-methyl-6,7-dihydro-5H-cyclopenta[c]pyridin-6-yl)methanol